Propargyl-lysine C(C#C)N[C@@H](CCCCN)C(=O)O